4-amino-6-oxo-5-(phenylsulfamoyl)-3,6-dihydropyridine-1(2H)-carboxylic acid tert-butyl ester C(C)(C)(C)OC(=O)N1CCC(=C(C1=O)S(NC1=CC=CC=C1)(=O)=O)N